C[C@@]12[C@@H](CC[C@H]1C=1CCC=3C=C(C=CC3C1CC2)O)O (13S,14S,17R)-13-methyl-6,7,11,12,14,15,16,17-octahydrocyclopenta[a]phenanthrene-3,17-diol